C(C1=CC=CC=C1)N1CCN(C2=CC=CC=C12)C(C(C)N1CCCCC1)=O 1-(4-benzyl-3,4-dihydroquinoxalin-1(2H)-yl)-2-(piperidine-1-yl)propan-1-one